2-(5-chlorothien-2-yl)morpholine-3,3-d2 ClC1=CC=C(S1)C1C(NCCO1)([2H])[2H]